1-(3-fluoro-2-(hydroxymethyl)-4-methoxyphenyl)-1H-1,2,3-triazole-4-carboxylic acid ethyl ester C(C)OC(=O)C=1N=NN(C1)C1=C(C(=C(C=C1)OC)F)CO